CO[Si](CCCCCCCCOCC1OC1)(OC)OC trimethoxy(8-(oxiran-2-ylmethoxy)octyl)silane